C[SiH](C1=CC=C(C=C1)C)C1=CC=C(C=C1)C methyl-bis(4-methylphenyl)silane